C(C)(C)(C)OC(=O)N1C(COC2(CCC2)C1)C(=O)O 8-(tert-butoxycarbonyl)-5-oxa-8-azaspiro[3.5]nonane-7-carboxylic acid